2-({2-Cyclopropyl-4-[4-(2-methoxy-cyclopentyl)-piperazin-1-yl]-quinazolin-6-yl}-methyl-amino)-ethanol C1(CC1)C1=NC2=CC=C(C=C2C(=N1)N1CCN(CC1)C1C(CCC1)OC)N(CCO)C